C(#N)CC(=O)N 2-cyano-acetamide